3-decyltridec-2-en-1-ol C(CCCCCCCCC)C(=CCO)CCCCCCCCCC